((4,6-dimethyl-2-oxo-1,2-dihydropyridin-3-yl)methyl)-2-(4-(dimethylamino)bicyclo[2.2.2]oct-1-yl)-2,4,9-trimethyl-7,8-dihydro-[1,3]dioxolo[4,5-g]isoquinolin-5(6H)-one CC1=C(C(NC(=C1)C)=O)CN1C(C=2C(=C3C(=C(C2CC1)C)OC(O3)(C)C31CCC(CC3)(CC1)N(C)C)C)=O